3-(trifluoromethyl)-5,6,6a,7,9,10-hexahydro-8H-pyrazino[1,2-a]pyrido[3,2-e]pyrimidin FC(C1=CC=2CNC3N(C2N=C1)CCNC3)(F)F